tert-butyl (4aR,8aS)-4-[6-chloro-5-(difluoromethyl)pyridazin-3-yl]-3,4a,5,7,8,8a-hexahydro-2H-pyrido[4,3-b][1,4]oxazine-6-carboxylate ClC1=C(C=C(N=N1)N1[C@H]2[C@@H](OCC1)CCN(C2)C(=O)OC(C)(C)C)C(F)F